NC1=NC=CC=C1S(=O)(=O)NC(=O)C=1C(=NC(=CC1)C1=CC(=CC(=C1)F)F)N1C(C[C@@H](C1)C)(C)C N-[(2-Amino-3-pyridyl)sulfonyl]-6-(3,5-difluorophenyl)-2-[(4S)-2,2,4-trimethylpyrrolidin-1-yl]pyridin-3-carboxamid